(R)-1-(1-(7,8-difluoro-1-oxo-1,2-dihydroisoquinolin-4-yl)ethyl)-3-(3,4-difluorophenyl)-1-ethylurea FC1=CC=C2C(=CNC(C2=C1F)=O)[C@@H](C)N(C(=O)NC1=CC(=C(C=C1)F)F)CC